CC1=C(C=C(C=C1)C)NC(=O)NC(C)C#CC1=CC(=CC=C1)O 1-(2,5-dimethylphenyl)-3-(4-(3-hydroxyphenyl)but-3-yn-2-yl)urea